bis(carboxyphenoxy)propane C(=O)(O)C1=C(OC(C)(C)OC2=C(C=CC=C2)C(=O)O)C=CC=C1